6-(2-(4-Methoxyphenyl)-5,6-dihydro-4H-pyrrolo[1,2-b]pyrazol-3-yl)quinoline COC1=CC=C(C=C1)C=1C(=C2N(N1)CCC2)C=2C=C1C=CC=NC1=CC2